propyl oxalate C(C(=O)[O-])(=O)OCCC